6-{3-[(3R,4S)-4-amino-3-fluoro-piperidin-1-yl]-5H-pyrrolo[2,3-b]pyrazin-7-yl}-5-chloro-2-methyl-1,2-dihydroisoquinolin-1-one, hydrochloride salt Cl.N[C@@H]1[C@@H](CN(CC1)C1=CN=C2C(=N1)NC=C2C=2C(=C1C=CN(C(C1=CC2)=O)C)Cl)F